(13R)-4-methoxy-13-methyl-19-(oxan-2-yl)-8,14-dioxa-10,19,20,23-tetraazatetracyclo[13.5.2.12,6.018,21]tricosa-1(20),2,4,6(23),15,17,21-heptaen-9-one COC=1C=C2C3=NN(C4=CC=C(O[C@@H](CCNC(OCC(C1)=N2)=O)C)C=C34)C3OCCCC3